(2S)-N-{4-[3-(2-Fluoroanilino)-5-methyl-4-oxo-4,5,6,7-tetrahydro-1H-pyrrolo[3,2-c]pyridin-2-yl]pyridin-2-yl}-2-(4-fluorophenyl)propenamid FC1=C(NC2=C(NC3=C2C(N(CC3)C)=O)C3=CC(=NC=C3)NC(C(=C)C3=CC=C(C=C3)F)=O)C=CC=C1